NC=1C=C(C=CC1)C(CCC1CC1)(O)C=1C=NC=CC1 1-(3-aminophenyl)-3-cyclopropyl-1-(pyridin-3-yl)propan-1-ol